Ethyl 2-(2,5-difluorophenyl)-2-methylpropanoate FC1=C(C=C(C=C1)F)C(C(=O)OCC)(C)C